OCCS(=O)(=O)[O-].[Cu+2].OCCS(=O)(=O)[O-] copper 2-hydroxyethylsulfonate